1-(3-(4-iodophenyl)prop-2-yn-1-yl)-2-((1S)-1-((tetrahydro-2H-pyran-2-yl)oxy)ethyl)-1H-imidazole IC1=CC=C(C=C1)C#CCN1C(=NC=C1)[C@H](C)OC1OCCCC1